5-(4-Fluoro-phenyl)-2-trifluoromethyl-3H-imidazole FC1=CC=C(C=C1)C1=CNC(=N1)C(F)(F)F